N-[(1R,3s,5S)-8-azabicyclo[3.2.1]octan-3-yl]-N-methyl-5-[5-(1H-pyrazol-4-yl)pyrimidin-2-yl][1,3]thiazolo[5,4-d][1,3]thiazol-2-amine [C@H]12CC(C[C@H](CC1)N2)N(C=2SC=1N=C(SC1N2)C2=NC=C(C=N2)C=2C=NNC2)C